5-benzoylamino-3-(1-propylpiperidin-4-yl)-1H-indole C(C1=CC=CC=C1)(=O)NC=1C=C2C(=CNC2=CC1)C1CCN(CC1)CCC